BrC1=C(C=CC(=C1)F)C=1C(=NN(C1NC1=C(C=CC=C1[N+](=O)[O-])F)C)C 4-(2-bromo-4-fluorophenyl)-N-(2-fluoro-6-nitrophenyl)-1,3-dimethyl-1H-pyrazol-5-amine